CC1CCC(NC1)C1=CC=C(C=C1)O 4-(5-methyl-2-piperidyl)phenol